ClC=1C(=C(C=C(C1)OCOC)C1=C(C=C2C(=NC(=NC2=C1F)OCC12CCCN2CCC1)N1CC2C(C1)C(NC2=O)=O)F)C2CC2 5-(7-(3-chloro-2-cyclopropyl-5-(methoxymethoxy)phenyl)-6,8-difluoro-2-((tetrahydro-1H-pyrrolizin-7a(5H)-yl)methoxy)quinazolin-4-yl)tetrahydropyrrolo[3,4-c]pyrrole-1,3(2H,3aH)-dione